6-chloro-N-[5-(2-fluoroethoxy)-4-methoxy-pyrimidin-2-yl]-1H-indole-3-sulfonic acid amide ClC1=CC=C2C(=CNC2=C1)S(=O)(=O)NC1=NC=C(C(=N1)OC)OCCF